CS(=O)(=O)OCCNC(=O)OC(C)(C)C 2-((tert-butoxycarbonyl)amino)ethyl methanesulfonate